COCOC=1C=CC(=NC1C)C=1C=NN(C1C(=O)OC)C methyl 4-(5-(methoxymethoxy)-6-methylpyridin-2-yl)-1-methyl-1H-pyrazole-5-carboxylate